CC(C(=O)OCC(C)(C1=CC(=CC=C1)C(F)(F)F)NC(NC1=C(C=CC=C1CNC(NC1CC1)=O)N)=S)(C)C 2-{[(2-amino-6-{[(cyclopropylcarbamoyl)amino]methyl}phenyl)carbamothioyl]amino}-2-[3-(trifluoromethyl)phenyl]propyl 2,2-dimethylpropanoate